tert-butyl 4-[6-[(6-methoxy-2-methyl-3,4-dihydro-1H-isoquinolin-7-yl)amino]pyrazolo[3,4-d]pyrimidin-1-yl]piperidine-1-carboxylate COC=1C=C2CCN(CC2=CC1NC1=NC=C2C(=N1)N(N=C2)C2CCN(CC2)C(=O)OC(C)(C)C)C